N-methyl-p-phenylenediamine CNC1=CC=C(C=C1)N